1-(4-((1-(3,4-Difluoro-5-hydroxyphenyl)-1H-indazol-5-yl)oxy)piperidin-1-yl)ethan-1-one FC=1C=C(C=C(C1F)O)N1N=CC2=CC(=CC=C12)OC1CCN(CC1)C(C)=O